BrC1=CC=C(C=N1)C=1CCN(CC1)C 6-bromo-1'-methyl-1',2',3',6'-tetrahydro-3,4'-bipyridine